C(=O)(O)C[N+]1=C(C(=C(C(=C1)C1=CC=CC=C1)C1=CC=CC=C1)C1=CC=CC=C1)C1=CC=CC=C1 1-(carboxymethyl)-2,3,4,5-tetraphenyl-pyridinium